2-O-alpha-D-xylopyranosyl-D-xylose [C@H]1([C@H](O)[C@@H](O)[C@H](O)CO1)O[C@@H](C=O)[C@@H](O)[C@H](O)CO